(2E)-2-[(2-methylpropan-2-sulfinyl)imino]-3H-spiro[indene-1,4'-piperidine]-1'-carboxylic acid tert-butyl ester C(C)(C)(C)OC(=O)N1CCC2(CC1)/C(/CC1=CC=CC=C12)=N/S(=O)C(C)(C)C